C(C)(C)(C)OC(=O)NCCCCN1C(=NC=2C1=C1C(=[N+](C2)[O-])C=C(S1)C)CCCC 1-(4-((Tert-butoxycarbonyl)amino)butyl)-2-butyl-7-methyl-1H-imidazo[4,5-d]thieno[3,2-b]pyridine-5-oxide